5-(4-chloro-3-(trifluoromethyl)phenyl)-7-ethyl-3-(2-oxo-2-(pyrrolidin-1-yl)ethyl)-3H-pyrrolo[2,3-d]pyrimidin-4(7H)-one ClC1=C(C=C(C=C1)C1=CN(C=2N=CN(C(C21)=O)CC(N2CCCC2)=O)CC)C(F)(F)F